2-(4-(6-bromopyridin-3-yl)-2,5-difluorophenyl)-3,5,7,8-tetrahydro-4H-thiopyrano[4,3-d]pyrimidin-4-one BrC1=CC=C(C=N1)C1=CC(=C(C=C1F)C=1NC(C2=C(N1)CCSC2)=O)F